BrC1=CC(=NC=C1Cl)C(C(=O)N)C1=CC(=CC=C1)C#N (4-bromo-5-chloropyridin-2-yl)-2-(3-cyanophenyl)acetamide